N-(3-chloro-4-fluorophenyl)-7-(2-((3,3-difluoro-1-(methylcarbamoyl)cyclobutyl)amino)-2-oxoacetyl)-3,6-dimethyl-2,3-dihydro-1H-pyrrolizine-5-carboxamide ClC=1C=C(C=CC1F)NC(=O)C=1N2C(CCC2=C(C1C)C(C(=O)NC1(CC(C1)(F)F)C(NC)=O)=O)C